C(#N)C1=CC=C2C(=CNC2=C1)C#CCNC(OC(C)(C)C)=O tert-butyl (3-(6-cyano-1H-indol-3-yl)prop-2-yn-1-yl)carbamate